C1(=C2N(C=N1)CCC2)C(C(=O)O)N2C=NC1=CC=C(C=C1C2=O)C2=CC=C(C=C2)C2CCN(CC2)C 2-(6,7-Dihydro-5H-pyrrolo[1,2-c]imidazol-1-yl)-2-(6-(4-(1-methylpiperidin-4-yl)phenyl)-4-oxoquinazolin-3(4H)-yl)acetic acid